C[C@@]1(C[C@]2([C@@H](O1)CC(=O)O2)C)CCCCCCCC/C=C/C=C/C3=CC=CC=C3 The molecule is an organic heterobicyclic compound consisting of a gamma-lactone ring fused onto a substituted tetrahydrofuran ring. It is isolated from the Australian marine sponge Plakinastrella clathrata. It has a role as a metabolite. It is a gamma-lactone and an organic heterobicyclic compound.